C(C)C1(CC2=CC=CC=C2C1)C=1N=CNC1 4-(2-ethylindan-2-yl)-1H-imidazole